C#CCCCCCCCCCCCCC pentadecyne